(1R,10S,13S)-N-[(2,4-difluorophenyl)methyl]-6,13-dihydroxy-10-methyl-5,8-dioxo-13-(trideuteriomethyl)-2,9-diazatricyclo[7.4.1.02,7]tetradeca-3,6,11-triene-4-carboxamide FC1=C(C=CC(=C1)F)CNC(=O)C1=CN2[C@H]3[C@@](C=C[C@@H](N(C(C2=C(C1=O)O)=O)C3)C)(C([2H])([2H])[2H])O